COC(=O)N1CC=CC=C1 Methylpyridine-1-carboxylate